NC=1C2=C(N=CN1)N(C(=C2C2=CC=C(C=C2)OC2=CC=CC=C2)C#CC2(CN(C2)C(\C=C\CN(C)C)=O)O)C (E)-1-(3-((4-amino-7-methyl-5-(4-phenoxyphenyl)-7H-pyrrolo[2,3-d]pyrimidin-6-yl)ethynyl)-3-hydroxyazetidin-1-yl)-4-(dimethylamino)but-2-en-1-one